2,2,5,5-Tetramethylpiperidine CC1(NCC(CC1)(C)C)C